(S)-4-(7-(8-chloronaphthalene-1-yl)-2-(((S)-1-methylpyrrolidin-2-yl)methoxy)-5,6,7,8-Tetrahydro-1,7-naphthyridin-4-yl)-2-(cyanomethyl)piperazine-1-carboxylate ClC=1C=CC=C2C=CC=C(C12)N1CCC=2C(=CC(=NC2C1)OC[C@H]1N(CCC1)C)N1C[C@@H](N(CC1)C(=O)[O-])CC#N